C(C)(=O)O[C@@H]1[C@@H]2C[C@@](CC[C@@]2([C@H]2CC[C@@]3([C@H](CC[C@H]3[C@@H]2C1)[C@@H](CCC(=O)O)C)C)C)(\C=C\C1=CC=CC=C1)O (R)-4-((3S,5R,6S,8S,9S,10R,13R,14S,17R)-6-acetoxy-3-hydroxy-10,13-dimethyl-3-((E)-styryl)hexadecahydro-1H-cyclopenta[a]phenanthren-17-yl)pentanoic acid